[Si](C)(C)(C(C)(C)C)OCCCC[C@@H](C)O |r| (RS)-6-((tert-Butyldimethylsilyl)oxy)hexan-2-ol